N-((1R)-1-(3-(5-((6-((2-(2,6-Dioxopiperidin-3-yl)-1,3-dioxoisoindolin-5-yl)amino)hexanamido)methyl)thiophen-2-yl)phenyl)ethyl)-2-methyl-5-(piperidin-4-ylamino)benzamide O=C1NC(CCC1N1C(C2=CC=C(C=C2C1=O)NCCCCCC(=O)NCC1=CC=C(S1)C=1C=C(C=CC1)[C@@H](C)NC(C1=C(C=CC(=C1)NC1CCNCC1)C)=O)=O)=O